2-(3-benzoylphenyl)guanidinium propionate C(CC)(=O)[O-].C(C1=CC=CC=C1)(=O)C=1C=C(C=CC1)[NH+]=C(N)N